ClC1=C(CN2CCN(CC2)C(CCC=2C(=NN(C2C)C=2C=CC=3N(N2)C(=NN3)C)C)=O)C=CC=C1C1=NN=NN1 1-(4-(2-Chloro-3-(1H-tetrazol-5-yl)benzyl)piperazin-1-yl)-3-(3,5-dimethyl-1-(3-methyl-[1,2,4]triazolo[4,3-b]pyridazin-6-yl)-1H-pyrazol-4-yl)propan-1-one